1-(5-chloro-2-methoxyphenyl)-N-((1r,3r)-3-(methyl(2-(methylamino)-2-oxoethyl)amino)cyclobutyl)-6-(pyrazolo[1,5-a]pyrimidin-3-yl)-1H-pyrazolo[4,3-c]pyridine-3-carboxamide ClC=1C=CC(=C(C1)N1N=C(C=2C=NC(=CC21)C=2C=NN1C2N=CC=C1)C(=O)NC1CC(C1)N(CC(=O)NC)C)OC